ethyl P-(4-(5-(chlorodifluoromethyl)-1,2,4-oxadiazol-3-yl)phenyl)-N-(2-fluorobenzyl)phosphonamidate ClC(C1=NC(=NO1)C1=CC=C(C=C1)P(OCC)(=O)NCC1=C(C=CC=C1)F)(F)F